glutamic acid triethanolamine salt N(CCO)(CCO)CCO.N[C@@H](CCC(=O)O)C(=O)O